C(C1=CC=CC=C1)OC(=O)N[C@@H](CNC(OC(C)(C)C)=O)CNC(NCCC(=O)OC)=O methyl (R)-7-(((benzyloxy) carbonyl) amino)-2,2-dimethyl-4,10-dioxo-3-oxa-5,9,11-triazatetradecan-14-oate